F[C@H]1C[C@H](N2N=C(N=C21)[S@@](=O)CC#N)C2=CC=C(C=C2)F 2-[(S)-[(5S,7S)-7-fluoro-5-(4-fluorophenyl)-6,7-dihydro-5H-pyrrolo[1,2-b][1,2,4]triazol-2-yl]sulfinyl]acetonitrile